6-chloro-1-(4-fluoro-2-methylphenyl)-3-(2-methoxy-4-methylpyrimidin-5-yl)-2,3-dihydroquinazolin-4(1H)-one ClC=1C=C2C(N(CN(C2=CC1)C1=C(C=C(C=C1)F)C)C=1C(=NC(=NC1)OC)C)=O